C(C)(C)(C)[C@H](C[C@@H](C[C@@H](C(C)(C)C(=O)OCC=C)OC(=O)OCC(Cl)(Cl)Cl)C)OC(=O)C1N(CCC1)C(=O)O Pyrrolidine-1,2-dicarboxylic acid (2S)-2-[(1S,3S,5S)-1-tert-butyl-6-allyloxycarbonyl-5-(2,2,2-trichloroethoxycarbonyloxy)-3,6-dimethylhept-1-yl]ester